3-methyl-oxapentan-3-amine hydrochloride Cl.CC(CO)(CC)N